C(C)(C)(C)OC(N(C(=O)OC(C)(C)C)C=1C=C2C(OCC2=C(C1Cl)Br)=O)=O.BrC=1C(=C(C=C2C(OCC12)O)NC(OC(C)(C)C)=O)Cl tert-Butyl N-(7-bromo-6-chloro-3-hydroxy-1,3-dihydroisobenzofuran-5-yl)carbamate tert-Butyl-N-(7-bromo-6-chloro-3-oxo-1H-isobenzofuran-5-yl)-N-tert-butoxycarbonyl-carbamate